FC(C(=O)OC)(CCCC(=O)OC)F Dimethyl 2,2-difluoroadipate